C(C)OC(=O)C1C2CCC(C1)CC2 bicyclo[2.2.2]octane-2-carboxylic acid ethyl ester